COCC[C@@H]1N=C(C=2C(=C(SC2N2C(=NN=C12)C)C)C)C1=CC=C(C=C1)CCCOC1CCNCC1 (9S)-9-(2-methoxyethyl)-4,5,13-trimethyl-7-[4-[3-(4-piperidyloxy)propyl]phenyl]-3-thia-1,8,11,12-tetrazatricyclo[8.3.0.02,6]trideca-2(6),4,7,10,12-pentaene